5-(3-fluorophenyl)-1,2,4-oxadiazole-3-carboxylic acid FC=1C=C(C=CC1)C1=NC(=NO1)C(=O)O